tert-butyl (S)-4-(4-(5-(3-((tert-butoxycarbonyl)amino)pyrrolidine-1-carbonyl)-4-methylthiophen-2-yl)-3-chlorophenyl)piperidine-1-carboxylate C(C)(C)(C)OC(=O)N[C@@H]1CN(CC1)C(=O)C1=C(C=C(S1)C1=C(C=C(C=C1)C1CCN(CC1)C(=O)OC(C)(C)C)Cl)C